COC1=C(C=C2C(N(C=NC2=C1)CC1=CC(=CC=C1)OC)=O)C=1C=NNC1 7-Methoxy-3-[(3-methoxyphenyl)methyl]-6-(1H-pyrazol-4-yl)quinazolin-4-one